BrC=1C=CC(=C(C1)C[C@H](C(=O)O)[C@@H]1CN(CC1)C(=O)OC(C)(C)C)OC (2S)-3-(5-bromo-2-methoxyphenyl)-2-[(3R)-1-[(tert-butyloxy)carbonyl]pyrrolidin-3-yl]propanoic acid